(25S)-5beta-spirostan-3beta-ol C[C@H]1[C@H]2[C@H](C[C@H]3[C@@H]4CC[C@@H]5C[C@H](CC[C@]5(C)[C@H]4CC[C@]23C)O)O[C@]12CC[C@H](C)CO2